C(CCC)N1C(=NC2=NC(=CC=C21)C=2C=NC=NC2)OC N-butyl-2-methoxy-5-(pyrimidin-5-yl)-1H-imidazo[4,5-b]Pyridine